(4-(3,5-difluorophenoxy)-1H-pyrrolo[2,3-b]pyridin-3-yl)ethan-1-one FC=1C=C(OC2=C3C(=NC=C2)NC=C3C(C)=O)C=C(C1)F